NC1(CCCCCC1)C(=O)O 1-aminocycloheptanecarboxylic acid